C1(CC1)C(=O)NC1=CC(=C(C=N1)C(=O)NC([2H])([2H])[2H])NC1=NC=CC(=C1OC)C1=NOC(=N1)COC 6-Cyclopropanamido-4-({3-methoxy-4-[5-(methoxymethyl)-1,2,4-oxadiazol-3-yl]pyridin-2-yl}amino)-N-(2H3)methylpyridin-3-carboxamid